NC1=C(C=CC(=C1)OC(F)(F)F)C(=O)N1CCC(CC1)C1=C2C(=NC=C1)NC(=N2)[C@@H]2COCC2 (R)-[2-amino-4-(trifluoromethoxy)phenyl]-[4-(2-tetrahydrofuran-3-yl-3H-imidazo[4,5-b]pyridin-7-yl)-1-piperidyl]methanone